BrC1=CC(=C(C=C1)C(C)=O)Cl 1-(4-bromo-2-chlorophenyl)ethan-1-one